[Li].C(CCCC)C(=O)CCCCC diamyl ketone lithium